CN(C1=NC=C(C=O)C(=C1)C)C 6-(DIMETHYLAMINO)-4-METHYLNICOTINALDEHYDE